S(C1=C(C=CC(=C1)CCCCCCCC)O)C1=C(C=CC(=C1)CCCCCCCC)O 2,2'-thiobis(4-octylphenol)